11-Chloro-6-methyl-3-phenyl-6,11-dihydrodibenzo[c,f][1,2]thiazepine ClC1C2=C(N(SC3=C1C=CC(=C3)C3=CC=CC=C3)C)C=CC=C2